N-[3-(N-acetyl-S-methyl-sulfonimidoyl)phenyl]-2-(4-fluoro-2-methyl-phenoxy)-5-(trifluoromethyl)pyridine-3-carboxamide C(C)(=O)N=S(=O)(C)C=1C=C(C=CC1)NC(=O)C=1C(=NC=C(C1)C(F)(F)F)OC1=C(C=C(C=C1)F)C